COC(=O)C=1N=C(SC1CCCOC1=C(C=C(C=C1)C#CCN)F)N1CCCC2=C1N=NC(=C2C)NC=2SC1=C(N2)C=CC=C1 [3-[4-(3-aminoprop-1-ynyl)-2-fluoro-phenoxy]propyl]-2-[3-(1,3-benzothiazol-2-ylamino)-4-methyl-6,7-dihydro-5H-pyrido[2,3-c]pyridazin-8-yl]thiazole-4-carboxylic acid methyl ester